2-(3-fluorophenyl)-6-nitro-2H-benzo[b][1,4]oxazin-3(4H)-one FC=1C=C(C=CC1)C1C(NC2=C(O1)C=CC(=C2)[N+](=O)[O-])=O